N-(5-((4-amino-6-(1H-indol-1-yl)-1,3,5-triazin-2-yl)amino)-2-((2-(dimethylamino)ethyl)(methyl)amino)-4-methoxyphenyl)acrylamide NC1=NC(=NC(=N1)N1C=CC2=CC=CC=C12)NC=1C(=CC(=C(C1)NC(C=C)=O)N(C)CCN(C)C)OC